CON(C(=O)C1=CC(=C2C=CC=CN12)C)C N-methoxy-N,1-dimethylindolizine-3-amide